5-methylbenzo[B]thiophene CC1=CC2=C(SC=C2)C=C1